CC(C)(C1=CC=C(C=C1)O)C1=CC=C(C=C1)O 4,4'-(1-methylethylidene)bis[phenol]